CC1(OC2=C(O1)C=CC(=C2)C2CCN(CC2)C2=C(C(N(C1=CC=CC=C21)C)=O)C(=O)N)C 4-[4-(2,2-dimethyl-2H-1,3-benzodioxol-5-yl)piperidin-1-yl]-1-methyl-2-oxo-1,2-dihydroquinoline-3-carboxamide